FC1([C@H](C=2C(=NN(C2CC1)CCS(=O)(=O)C)C(F)(F)F)O)F (4S)-5,5-difluoro-1-(2-methylsulfonylethyl)-3-(trifluoromethyl)-6,7-dihydro-4H-indazol-4-ol